C1(CCCC1)C1=CC(=C(C(=C1)F)NC(C1=C(C=CC(=C1)[N+](=O)[O-])SC1=NN=CN1CCCN(C=O)C)=O)F N-(4-cyclopentyl-2,6-difluorophenyl)-2-({4-[3-(N-methylformamido)propyl]-4H-1,2,4-triazol-3-yl}sulfanyl)-5-nitrobenzamide